OC1=CC=C(C=C1)CCC(=O)O.CC=1N=C2N(C=CC(=C2)C(=O)N)C1C1=CC(=CC=C1)N1N=C(C=C1C)C Methyl-((S)-3-(3-(3,5-dimethyl-1H-pyrazol-1-yl)phenyl)imidazo[1,2-a]pyridine-7-carboxamide) 3-(4-hydroxyphenyl)propionate